7-(5-(5-(3-acetyl-3,6-diazabicyclo[3.1.1]hept-6-yl)-1,3,4-thiadiazol-2-yl)-4-(isopropylamino)pyridin-2-yl)pyrrolo[1,2-b]pyridazine-3-carbonitrile C(C)(=O)N1CC2N(C(C1)C2)C2=NN=C(S2)C=2C(=CC(=NC2)C2=CC=C1N2N=CC(=C1)C#N)NC(C)C